7-Ethylundecanoic acid C(C)C(CCCCCC(=O)O)CCCC